4-(4-chloro-3-nitrophenyl)piperazine-1-carboxylic acid tert-butyl ester C(C)(C)(C)OC(=O)N1CCN(CC1)C1=CC(=C(C=C1)Cl)[N+](=O)[O-]